(Z,Z)-1,5-cyclooctadiene C/1=C/CC\C=C/CC1